acryloxynonyl-diiodomethylsilane C(C=C)(=O)OCCCCCCCCC[SiH2]C(I)I